CC1=CC(=C(C=C1C)C)C 2,3,5,6-tetramethylbenzene